benzofuran-5,6-diol O1C=CC2=C1C=C(C(=C2)O)O